OC1=C(C=CC=C1)CCC(=O)O.CC(C(=O)NC1=CC=C(C=C1)C1=NC(=CN=C1)C(F)(F)F)(C)C=1N=C(SC1)NS(=O)(=O)CC(C)C 2-methyl-2-(2-((2-methylpropyl)sulphonylamino)thiazol-4-yl)-N-(4-(6-(trifluoromethyl)pyrazin-2-yl)phenyl)propanamide 3-[2-hydroxyphenyl]-propanoate